[Si](C)(C)(C(C)(C)C)OC[C@H](N)C1=CC=CC=C1 (R)-2-((tert-butyldimethylsilyl)oxy)-1-phenylethan-1-amine